(2E,6R)-6-{[(2R,3R,5R,6S)-3,5-dihydroxy-6-methyloxan-2-yl]oxy}hept-2-enoic acid pyridin-3-ylmethyl ester N1=CC(=CC=C1)COC(\C=C\CC[C@@H](C)O[C@@H]1O[C@H]([C@@H](C[C@H]1O)O)C)=O